7-(2-((2-(3-(Trifluoromethyl)cyclohexyl)pyrimidin-5-yl)oxy)ethyl)-2-thia-7-azaspiro[3.5]nonane 2,2-dioxide FC(C1CC(CCC1)C1=NC=C(C=N1)OCCN1CCC2(CS(C2)(=O)=O)CC1)(F)F